[Ba].[Na] Natrium-Barium